dicyanodiphenylacetylene C(#N)C=1C(=C(C=CC1)C#CC1=CC=CC=C1)C#N